CC(CCCCCCCCC1C(=O)OC(C1)=O)CCCCCC 9-methylpentadecanyl-succinic anhydride